3-dodecyloxy-2-hydroxypropyl-di(3-hydroxypropyl)amine oxide C(CCCCCCCCCCC)OCC(C[N+](CCCO)(CCCO)[O-])O